NC1=C(C=C(C(=N1)F)C1=CC=C(OC2C[C@@H](N([C@H](C2)C)C(=O)OC(C)(C)C)C)C=C1)C=1C=C2CCNC(C2=CC1)=O tert-butyl (2S,6S)-4-(4-(6-amino-2-fluoro-5-(1-oxo-1,2,3,4-tetrahydroisoquinolin-6-yl)pyridin-3-yl)phenoxy)-2,6-dimethylpiperidine-1-carboxylate